4-(5-chloro-2-ethynyl-phenyl)-N-[5-[(4-cyanophenyl)methoxy]-1,3,4-thiadiazole-2-yl]-6-methyl-pyridine-3-carboxamide ClC=1C=CC(=C(C1)C1=C(C=NC(=C1)C)C(=O)NC=1SC(=NN1)OCC1=CC=C(C=C1)C#N)C#C